FC=1C=C2C=NN(C2=C(C1)C(=O)NC1CC2(CC(C2)CC(=O)O)C1)CC=1C=NC(=NC1)C1=CC(=CC(=C1)OC)F 2-(6-(5-fluoro-1-((2-(3-fluoro-5-methoxyphenyl)pyrimidin-5-yl)methyl)-1H-indazole-7-carboxamido)spiro[3.3]heptan-2-yl)acetic acid